NC(C([C@H](CC1=CC=CC=C1)NC(=O)C=1C(=NN(C1)C)Br)=O)=O (S)-N-(4-AMINO-3,4-DIOXO-1-PHENYLBUTAN-2-YL)-3-BROMO-1-METHYL-1H-PYRAZOLE-4-CARBOXAMIDE